C123C(C4CC(CC(C1)C4)C2)OC(CC(=O)O3)=O malonic acid adamantane-1-yl-yl ester